(3R,4S)-3-cyclopropyl-1-[6-(2,3-dihydropyrazolo[5,1-b][1,3]oxazol-6-yl)pyrrolo[1,2-b]pyridazin-4-yl]-4-methyl-2-oxopyrrolidine-3-carbonitrile C1(CC1)[C@]1(C(N(C[C@H]1C)C=1C=2N(N=CC1)C=C(C2)C2=NN1C(OCC1)=C2)=O)C#N